1-((4-aminophenyl)sulfonyl)-5-((4-ethoxyphenyl)sulfonamido)-N-hydroxy-2-methyl-1H-benzo[g]indole-3-carboxamide NC1=CC=C(C=C1)S(=O)(=O)N1C(=C(C2=CC(=C3C(=C12)C=CC=C3)NS(=O)(=O)C3=CC=C(C=C3)OCC)C(=O)NO)C